C(CCCCCCCCCCC)C1CCC(O1)=O 5-dodecyl-dihydro-2(3H)-furanone